N-((4R,5S)-4-(3-cyanophenyl)-6-oxo-1-phenyl-4,5,6,7-tetrahydro-1H-pyrazolo[3,4-b]pyridin-5-yl)-3-(trifluoromethyl)benzamide C(#N)C=1C=C(C=CC1)[C@@H]1C2=C(NC([C@H]1NC(C1=CC(=CC=C1)C(F)(F)F)=O)=O)N(N=C2)C2=CC=CC=C2